CN(CCC=1C=C(C(NN1)=O)C(F)(F)F)CC(N1CCN(CC1)C1=NC=C(C=N1)C(F)(F)F)=O 6-(2-(methyl(2-oxo-2-(4-(5-(trifluoromethyl)pyrimidin-2-yl)piperazin-1-yl)ethyl)amino)ethyl)-4-(trifluoromethyl)pyridazin-3(2H)-one